Methyl 2-[acetyl(1-naphthylmethyl)amino]-6-hydroxy-1-benzothiophene-3-carboxylate C(C)(=O)N(C=1SC2=C(C1C(=O)OC)C=CC(=C2)O)CC2=CC=CC1=CC=CC=C21